Ethyl 7-{4-[acetyl(2,2-dimethylpropyl)amino]piperidin-1-yl}-3-oxa-9-azabicyclo[3.3.1]nonane-9-carboxylate C(C)(=O)N(C1CCN(CC1)C1CC2COCC(C1)N2C(=O)OCC)CC(C)(C)C